C(C)OC1=CC(N(C=C1C=1C=NN(C1)C1CN(CCC1)S(=O)(=O)C)C)=O 4-ethoxy-1-methyl-5-(1-(1-(methylsulfonyl)piperidin-3-yl)-1H-pyrazol-4-yl)pyridin-2(1H)-one